5-[1-[3-bromo-1-cyclopropyl-5-[1,2,2,2-tetrafluoro-1-(trifluoromethyl)ethyl]pyrrol-2-yl]pyrazol-4-yl]-2-chloro-N-(1-cyanocyclopropyl)benzamide BrC1=C(N(C(=C1)C(C(F)(F)F)(C(F)(F)F)F)C1CC1)N1N=CC(=C1)C=1C=CC(=C(C(=O)NC2(CC2)C#N)C1)Cl